2-[(2R,3R,4R,5R,6R)-3-acetylamino-4,5-diacetoxy-6-(acetoxymethyl)tetrahydropyran-2-yl]oxyacetic acid C(C)(=O)N[C@H]1[C@@H](O[C@@H]([C@@H]([C@@H]1OC(C)=O)OC(C)=O)COC(C)=O)OCC(=O)O